(5,6-Difluoropyridin-3-yl)-1-(2-methoxypyrimidin-5-yl)-1-((5-(trifluoromethyl)-1H-pyrazol-3-yl)methyl)urea FC=1C=C(C=NC1F)NC(N(CC1=NNC(=C1)C(F)(F)F)C=1C=NC(=NC1)OC)=O